tert-butyl (tert-butoxycarbonyl)(1-(4-cyanophenyl)-1H-pyrazol-4-yl)carbamate C(C)(C)(C)OC(=O)N(C(OC(C)(C)C)=O)C=1C=NN(C1)C1=CC=C(C=C1)C#N